3-(aminomethyl)-4-(cyclohexyloxy)-N-methylbenzenesulfonamide NCC=1C=C(C=CC1OC1CCCCC1)S(=O)(=O)NC